2,6-dioxohexanamide O=C(C(=O)N)CCCC=O